(2R)-1-(benzyloxy)-3-((2-(2-bromo-6-chloropyridin-4-yl)-2-hydroxyethyl)amino)propan-2-ol C(C1=CC=CC=C1)OC[C@@H](CNCC(O)C1=CC(=NC(=C1)Cl)Br)O